(S)-3-((R)-2-(hydroxymethyl)-4-methyl-7-oxo-3,4,7,9-tetrahydro-[1,4]oxazino[2,3-e]isoindol-8(2H)-yl)piperidine-2,6-dione OC[C@H]1CN(C=2C(=C3CN(C(C3=CC2)=O)[C@@H]2C(NC(CC2)=O)=O)O1)C